CC1=NN(C=N1)C1=CC=CC(=N1)N1CCN(CC1)CC1=CC=C(CC=2C=3C4=C(C(N(C4=CC2)C2C(NC(CC2)=O)=O)=O)C=CC3)C=C1 3-(6-(4-((4-(6-(3-methyl-1H-1,2,4-triazol-1-yl)pyridin-2-yl)piperazin-1-yl)methyl)benzyl)-2-oxobenzo[cd]indole-1(2H)-yl)piperidine-2,6-dione